2-(4-nitrophenyl)-5-phenyl-1,3,4-oxadiazole [N+](=O)([O-])C1=CC=C(C=C1)C=1OC(=NN1)C1=CC=CC=C1